5-(cyclopropylmethyl)-1-methyl-N-((6-methyl-5-(pyrazolo[1,5-a]pyridin-5-yl)-2,3-dihydro-1H-inden-4-yl)carbamoyl)-1H-pyrazole-3-sulfonamide C1(CC1)CC1=CC(=NN1C)S(=O)(=O)NC(NC1=C2CCCC2=CC(=C1C1=CC=2N(C=C1)N=CC2)C)=O